2-(acetoxymethyl)-4-(3'-(2''-(2'''-(2''''-((N-Cbz)-amino)ethoxy)ethoxy)ethoxy)propanoyl)-1-piperazineacetic acid t-butyl ester C(C)(C)(C)OC(CN1C(CN(CC1)C(CCOCCOCCOCCNC(=O)OCC1=CC=CC=C1)=O)COC(C)=O)=O